2',5'-dihydrospiro[cyclobutan-1,4'-furo[2,3-g]indazol]-7'-carboxamide N=1NC=C2C3(CC4=C(C12)C=C(O4)C(=O)N)CCC3